ethyl 4,4,5,5-tetrafluoro-3-hydroxy-3-methyl-pentanoate FC(C(CC(=O)OCC)(C)O)(C(F)F)F